ClC1=C2C(=CN=C1C(F)(F)F)NC(=C2)C(=O)O 4-chloro-5-(trifluoromethyl)-1H-pyrrolo[2,3-c]pyridine-2-carboxylic acid